hydrogen chloride Ethyl-5-(4-methyl-1,3-thiazol-5-yl)-1,3-oxazole-4-carboxylate C(C)OC(=O)C=1N=COC1C1=C(N=CS1)C.Cl